C(C1=CC=CC=C1)NC(C1=CC=C(C(=O)NCC2=CC=CC=C2)C=C1)=O N,N'-dibenzyl-terephthalamide